(1r,4r)-4-acetylcyclohexane-1-carboxylic acid methyl ester COC(=O)C1CCC(CC1)C(C)=O